N-(3-fluorophenyl)-4-(1-isopropyl-1H-benzo[d]imidazol-6-yl)pyrimidin-2-amine FC=1C=C(C=CC1)NC1=NC=CC(=N1)C=1C=CC2=C(N(C=N2)C(C)C)C1